6-(2-amino-6-fluoro-5-(4-((1S,5R)-3-methyl-3-azabicyclo[3.1.0]hexan-1-yl)phenyl)pyridin-3-yl)-4-fluoroisoquinolin-1(2H)-one NC1=NC(=C(C=C1C=1C=C2C(=CNC(C2=CC1)=O)F)C1=CC=C(C=C1)[C@]12CN(C[C@@H]2C1)C)F